BrC=1SC2=C(C=C3N2CCN(C3=O)C3CC3)N1 bromo-7-cyclopropyl-6,7-dihydro[1,3]thiazolo[4',5':4,5]-pyrrolo[1,2-a]pyrazin-8(5H)-one